(R)-tert-butyl (9-(2-bromo-6-((4-((tert-butoxycarbonyl)amino)-5-methoxypentyl)oxy)-4-chlorobenzyl)-9H-purin-6-yl)(tert-butoxycarbonyl)carbamate BrC1=C(CN2C3=NC=NC(=C3N=C2)N(C(OC(C)(C)C)=O)C(=O)OC(C)(C)C)C(=CC(=C1)Cl)OCCC[C@H](COC)NC(=O)OC(C)(C)C